Cl.CC1=CC(=NN1C(C)C)NC(=O)C1CNC1 N-[5-methyl-1-(propan-2-yl)-1H-pyrazol-3-yl]azetidine-3-carboxamide hydrochloride